FC=1C=CC2=C(N=C(OC2=O)C)C1 7-fluoro-2-methyl-4H-benzo[d][1,3]oxazine-4-one